BrC1=C2C(=C(C(=NC2=CC(=C1)OCC)C1=CC(=CC=C1)C(F)(F)F)CN1CCC(CC1)N1CCOCC1)C(=O)NC1(CC1)C1=CC=CC=C1 5-bromo-7-(ethoxy)-3-{[4-(4-morpholinyl)-1-piperidinyl]methyl}-N-(1-phenylcyclopropyl)-2-[3-(trifluoromethyl)phenyl]-4-quinolinecarboxamide